CC1(C2=CC=CC=C2C=2C=CC(=CC12)N(C(C)=O)C=1C=C(C2=C(C(CO2)(C)C)C1)C)C N-(9,9-dimethylfluoren-2-yl)-N-(3,3,7-trimethyl-2H-benzofuran-5-yl)acetamide